cis-4-[5-chloro-6-oxo-4-(tetrahydropyran-3-ylmethylamino)pyridazin-1-yl]-N-methoxy-N-methyl-cyclohexanecarboxamide ClC1=C(C=NN(C1=O)[C@H]1CC[C@H](CC1)C(=O)N(C)OC)NCC1COCCC1